C(C)(C)(C)C=1C=C(CC2=C(C(=C(C(=C2C)CC2=CC(=C(C(=C2)C(C)(C)C)O)C(C)(C)C)C)CC2=CC(=C(C(=C2)C(C)(C)C)O)C(C)(C)C)C)C=C(C1O)C(C)(C)C 1,3,5-tri(3,5-di-tert-butyl-4-hydroxybenzyl)-2,4,6-trimethylbenzene